tert-butyl (R)-4-(2-(3-(3-((4-(1H-pyrazol-4-yl)benzyl)(cyclopropyl)carbamoyl) piperidin-1-yl)-4-fluorophenoxy)-2-methylpropanoyl)piperazine-1-carboxylate N1N=CC(=C1)C1=CC=C(CN(C(=O)[C@H]2CN(CCC2)C=2C=C(OC(C(=O)N3CCN(CC3)C(=O)OC(C)(C)C)(C)C)C=CC2F)C2CC2)C=C1